1,2-di-(9Z-octadecenoyl)-sn-glycero-3-phosphorylcholine C(C=CCCCCCCCCCCCCCCC)(=O)OC[C@@H](OC(C=CCCCCCCCCCCCCCCC)=O)COP(=O)(O)OCC[N+](C)(C)C